octan-2-ol CC(CCCCCC)O